NC(C(=O)O)C1COCC1CC 2-amino-2-(4-ethyltetrahydrofuran-3-yl)acetic acid